COC1=C(C=C2C(=NN=C(C2=C1)NC(C)C=1C(=C(C#N)C=CC1)C)C)C(=O)N1CCOCC1 3-(1-((7-methoxy-4-methyl-6-(morpholine-4-carbonyl)phthalazin-1-yl)amino)ethyl)-2-methylbenzonitrile